N[C@H](C(=O)N(C)C1=NC=C(C=C1F)F)CO (S)-2-amino-N-(3,5-difluoropyridin-2-yl)-3-hydroxy-N-methylpropanamide